2-[[6-[[rac-(1R,4R)-5-methyl-2-azabicyclo[2.2.1]heptan-2-yl]methyl]imidazo[1,2-a]pyridin-2-yl]methyl]-2,7-naphthyridin-1-one CC1[C@@H]2CN([C@H](C1)C2)CC=2C=CC=1N(C2)C=C(N1)CN1C(C2=CN=CC=C2C=C1)=O |r|